CN1C(C(=CC2=CC(=CC=C12)C1=CC=C(C=C1)C1CCN(CC1)C1COC1)C1=CC=CC=C1)=O 1-methyl-6-{4-[1-(oxetan-3-yl)piperidin-4-yl]phenyl}-3-phenyl-1,2-dihydro-quinolin-2-one